FC1=CC=C(C=C1)C#CC(=O)OC(C#CC1=CC=C(C=C1)F)=O 3-(4-fluorophenyl)-2-propynoic anhydride